9-chloro-7-(2-fluoro-6-hydroxyphenyl)-5H-pyrimido[5,4-d][2]benzazepin ClC1=CC2=C(C3=C(CN=C2C2=C(C=CC=C2O)F)C=NC=N3)C=C1